7-chloro-N-isopropyl-N-(1,3-oxazol-5-ylmethyl)-1H-indole-2-carboxamide ClC=1C=CC=C2C=C(NC12)C(=O)N(CC1=CN=CO1)C(C)C